NC1=NC=2C=CC=CC2C2=C1N=C(N2C[C@@H](C)O[P@@](=O)(OC2=CC=CC=C2)N[C@H](C)C(=O)OC(C)C)COCC isopropyl ((R)-(((R)-1-(4-amino-2-(ethoxymethyl)-1H-imidazo[4,5-c]quinolin-1-yl) propan-2-yl) oxy) (phenoxy) phosphoryl)-D-alaninate